C(#N)C=1C=C(C=C(C1)F)[C@@H]1CC=NN1C(=O)N1CCN(CC1)C1=NC=CC(=N1)N1N=C(C(=C1C)C(=O)N)C (S)-1-(2-(4-(5-(3-cyano-5-fluorophenyl)-4,5-dihydro-1H-pyrazole-1-carbonyl)piperazin-1-yl)pyrimidin-4-yl)-3,5-dimethyl-1H-pyrazole-4-carboxamide